[rac-(5S,7S)-7-Fluoro-5-phenyl-6,7-dihydro-5H-pyrrolo[1,2-b][1,2,4]triazol-2-yl]-(1,3,4,5-tetrahydro-2-benzazepin-2-yl)methanon F[C@H]1C[C@H](N2N=C(N=C21)C(=O)N2CC1=C(CCC2)C=CC=C1)C1=CC=CC=C1 |r|